Natrium glyoxylat C(C=O)(=O)[O-].[Na+]